ClC1=NC(=NC(=C1)Cl)COC(C)C 4,6-dichloro-2-(isopropoxymethyl)pyrimidine